7-(4-cyclopropyl-6-methoxypyrimidin-5-yl)-4,4-dimethyl-1-(4-(1-(1-methylpyrrolidin-3-yl)-4-(trifluoromethyl)-1H-imidazol-2-yl)benzyl)-1,4-dihydro-2H-pyrimido[4,5-d][1,3]oxazin-2-one C1(CC1)C1=NC=NC(=C1C=1N=CC2=C(N(C(OC2(C)C)=O)CC2=CC=C(C=C2)C=2N(C=C(N2)C(F)(F)F)C2CN(CC2)C)N1)OC